(2-(5-(pyridazin-4-yl)-3-(3-(3,4,5-trifluorophenyl)propanamido)-1H-pyrazol-4-yl)ethoxy)methyl dihydrogen phosphate P(=O)(OCOCCC=1C(=NNC1C1=CN=NC=C1)NC(CCC1=CC(=C(C(=C1)F)F)F)=O)(O)O